5-([1,2,4]triazolo[1,5-a]pyridin-6-yl)-N-(3-(methoxythio)phenyl)-1-(6-methylpyridin-2-yl)-1H-pyrazole-3-carboxyamide N=1C=NN2C1C=CC(=C2)C2=CC(=NN2C2=NC(=CC=C2)C)CC(=O)NC2=CC(=CC=C2)SOC